CN(C=1C=C(O[Zn](OC2=CC(=CC=C2)N(C)C)(OC2=CC(=CC=C2)N(C)C)(OC2=CC(=CC=C2)N(C)C)(OC2=CC(=CC=C2)N(C)C)(OC2=CC(=CC=C2)N(C)C)(OC2=CC(=CC=C2)N(C)C)(OC2=CC(=CC=C2)N(C)C)(OC2=CC(=CC=C2)N(C)C)(OC2=CC(=CC=C2)N(C)C)(OC2=CC(=CC=C2)N(C)C)(OC2=CC(=CC=C2)N(C)C)(OC2=CC(=CC=C2)N(C)C)(OC2=CC(=CC=C2)N(C)C)(OC2=CC(=CC=C2)N(C)C)OC2=CC(=CC=C2)N(C)C)C=CC1)C hexadeca-[3-(dimethylamino)phenoxy]zinc